O1[C@H](COCC1)CN1N=C2C3=C(CCC2=C1)OC(=C3C(F)(F)F)C(=O)NCCC=3N=CNC3 2-[(2S)-1,4-Dioxan-2-ylmethyl]-N-[2-(1H-imidazol-4-yl)ethyl]-8-(trifluoromethyl)-4,5-dihydro-2H-furo[2,3-g]indazol-7-carboxamide